CC1=C(C(=CC(=C1)C)C)S(=O)(=O)OCOS(=O)(=O)C1=C(C=C(C=C1C)C)C methylene bis(2,4,6-trimethylbenzenesulfonate)